(E)-3-(6-aminopyridin-3-yl)-N-((7-methoxy-4-(4-(morpholinosulfonyl)phenyl)benzofuran-2-yl)methyl)acrylamide NC1=CC=C(C=N1)/C=C/C(=O)NCC=1OC2=C(C1)C(=CC=C2OC)C2=CC=C(C=C2)S(=O)(=O)N2CCOCC2